O=C1OC(CN1)CCCS(=O)(=O)O.CC(=O)CCCCC methyl-n-amylketone 2-(2-oxooxazolidin-5-yl)ethyl-Methanesulfonate